CN(S(=O)(=O)CCC1=CN(C2=CC=CC=C12)C(=O)OC(C)(C)C)C 3-(2-(N,N-dimethylaminosulfonyl)ethyl)-N-Bocindole